CC(C)=CCC1C(C(=CC1)C)(C)C 2-methyl-4-(2,2,3-trimethyl-3-cyclopentenyl)-2-buten